(E)-1-(4-Hydroxyphenyl)-3-[4-methoxy-3-[(3-nitrophenoxy)methyl]phenyl]prop-2-en-1-one OC1=CC=C(C=C1)C(\C=C\C1=CC(=C(C=C1)OC)COC1=CC(=CC=C1)[N+](=O)[O-])=O